COC(=O)C=1OC(=CC1)C(=O)O furan-2,5-dicarboxylic acid methyl ester